dihydro-cinnamoyl-CoA C(C=CC1CC=CC=C1)(=O)SCCNC(CCNC([C@@H](C(COP(OP(OC[C@@H]1[C@H]([C@H]([C@@H](O1)N1C=NC=2C(N)=NC=NC12)O)OP(=O)(O)O)(=O)O)(=O)O)(C)C)O)=O)=O